C(CCCCCCC\C=C/C\C=C/CCCCC)N(OC(CNC(=N)N)=O)CCCCCCCC\C=C/C\C=C/CCCCC 1-(2-((di((9z,12z)-octadeca-9,12-dien-1-yl)amino)oxy)-2-oxoethyl)guanidine